2-((4R,5R)-5-(2-chlorobenzyl)-2,2-diethyl-1,3-dioxolan-4-yl)ethyl pivalate C(C(C)(C)C)(=O)OCC[C@H]1OC(O[C@@H]1CC1=C(C=CC=C1)Cl)(CC)CC